dilauryl-S-phenyldithiophosphit C(CCCCCCCCCCC)S(P(SCCCCCCCCCCCC)[O-])C1=CC=CC=C1